NC1=C(C#N)C(=CC(=N1)C=1C=C2CN(C(C2=CC1)=O)C1C(NC(CC1)=O)=O)C 2-amino-6-(2-(2,6-dioxopiperidin-3-yl)-1-oxoisoindolin-5-yl)-4-methylnicotinonitrile